The molecule is a preservative for cosmetics and toiletries containing two active ingredients, 1,2-dibromo-2,4-dicyanobutane and 2-phenoxyethanol in the ratio 1:4. It contains a 2-phenoxyethanol and a 2-bromo-2-(bromomethyl)pentanedinitrile. CC(O)OC1=CC=CC=C1.CC(O)OC1=CC=CC=C1.CC(O)OC1=CC=CC=C1.CC(O)OC1=CC=CC=C1.C(CC(CBr)(C#N)Br)C#N